N[C@H]1CN(C[C@@H](C1)F)C(=O)C1=CC2=C(N(C(=N2)C2=CC=3C(=NC(=CC3)C3CN(C3)C(C)=O)N2CC2CC2)C)C(=C1)OC 1-[3-(2-{5-[(3R,5R)-3-amino-5-fluoropiperidine-1-carbonyl]-7-methoxy-1-methyl-1H-1,3-benzodiazol-2-yl}-1-(cyclopropylmethyl)-1H-pyrrolo[2,3-b]pyridin-6-yl)azetidin-1-yl]ethan-1-one